COC1=CC=C(C=C1)C1=NC(=NC(=N1)N(C1=CC=CC=C1)C)NC1=CC=C(C=C1)OC(F)(F)F 6-(4-methoxyphenyl)-N2-methyl-N2-phenyl-N4-(4-(trifluoromethoxy)phenyl)-1,3,5-triazine-2,4-diamine